BrC=1CN(CC1)C(=O)OC(C)(C)C 3-Bromo-1-tert-butoxycarbonyl-2,5-dihydro-1H-pyrrole